N1N=CC2=C(C=CC=C12)CN1CCC2(CC1)COC1=C3CN(C(C3=CC=C12)=O)[C@@H]1C(NC(CC1)=O)=O (S)-3-(1'-((1H-indazol-4-yl)methyl)-6-oxo-6,8-dihydro-2H,7H-spiro[furo[2,3-e]isoindole-3,4'-piperidin]-7-yl)piperidine-2,6-dione